6-nitroindoline [N+](=O)([O-])C1=CC=C2CCNC2=C1